6-(5H-imidazo[5,1-a]isoindol-5-yl)-5,6,7,8-tetrahydroquinazolin-5-ol C=1N=CN2C1C1=CC=CC=C1C2C2C(C=1C=NC=NC1CC2)O